N-(5-((2-(3-hydroxypiperidin-1-yl)ethyl)carbamoyl)-3-methylthiophen-2-yl)-2-(1-methyl-1H-pyrazol-4-yl)pyrazolo[5,1-b]thiazole-7-carboxamide OC1CN(CCC1)CCNC(=O)C1=CC(=C(S1)NC(=O)C=1C=NN2C1SC(=C2)C=2C=NN(C2)C)C